1-(tert-butoxy-carbonyl)-4-hydroxy-piperidine-4-carboxylic acid C(C)(C)(C)OC(=O)N1CCC(CC1)(C(=O)O)O